amino-5-hydroxy-benzene NC1=CC=CC(=C1)O